N-(2-ethoxy-5-fluoropyrimidin-4-yl)-5-{[(2S,5R)-4-(2-methoxyethyl)-2,5-dimethylpiperazin-1-yl]carbonyl}-6,6-dimethyl-1,4,5,6-tetrahydropyrrolo[3,4-c]pyrazol-3-amine C(C)OC1=NC=C(C(=N1)NC=1C2=C(NN1)C(N(C2)C(=O)N2[C@H](CN([C@@H](C2)C)CCOC)C)(C)C)F